4-(5-bromo-2-fluoro-4-methoxybenzyl)phthalazin-1(2H)-one BrC=1C(=CC(=C(CC2=NNC(C3=CC=CC=C23)=O)C1)F)OC